(3S)-3-hydroxy-N-[3-[3-[[(3R)-3-hydroxybutanoyl]amino]propylamino]propyl]butanamide O[C@H](CC(=O)NCCCNCCCNC(C[C@@H](C)O)=O)C